3-(imidazo[1,2-a]pyridin-2-yl)benzene N=1C(=CN2C1C=CC=C2)C=2C=CC=CC2